C(#N)C=1C(=CC(=C(OC2C(CN(CC2)C(=O)OC(C)(C)C)(F)F)C1)OC)\N=C/N(C)C tert-butyl (Z)-4-(5-cyano-4-(((dimethylamino) methylene) amino)-2-methoxyphenoxy)-3,3-difluoropiperidine-1-carboxylate